4H-pyrrolol N=1C(=CCC1)O